C(=O)C1=C(C=C(C=C1)N1CCN(CC1)C(=O)OC(C)(C)C)C(=O)OC tert-butyl 4-(4-formyl-3-methoxycarbonylphenyl)piperazine-1-carboxylate